C(C(CCCCCCCCCCCCCCCC)=O)S(=O)(=O)[O-] octadecanonyl-sulfonate